The molecule is a diterpene derived from labdane by dehydrogenation across the C(8)-C(17), C(12)-C(13) and C(14)-C(15) bonds. It derives from a hydride of a labdane. C/C(=C\\C[C@@H]1C(=C)CC[C@@H]2[C@@]1(CCCC2(C)C)C)/C=C